FC(C(=O)N1C2CC(C(C1)C2)NC(C=C)=O)(F)F N-(2-(2,2,2-trifluoroacetyl)-2-azabicyclo[2.2.1]heptan-5-yl)acrylamide